O1COCC2=C1C=CC=C2CCCC=C 5-benzo[1,3]dioxan-5-yl-penten